1-Cyclohexanesulfonyl-piperazine hydrochloride Cl.C1(CCCCC1)S(=O)(=O)N1CCNCC1